ClC=1C(=NN2C1N=C(C(=C2)[C@H](C)N)C2=NN(C=C2)COCC[Si](C)(C)C)C (S)-1-(3-chloro-2-methyl-5-(1-((2-(trimethylsilyl)ethoxy)methyl)-1H-pyrazol-3-yl)pyrazolo[1,5-a]pyrimidin-6-yl)ethan-1-amine